FC(C1=NC(=NC=C1)C1=CC=C(C=C1)CO)(F)F {4-[4-(trifluoromethyl)pyrimidin-2-yl]phenyl}methanol